ClC1=C(C=2N=C(N=C(C2C=N1)N1C[C@@H](N(CC1)C#N)CC#N)OC[C@]12CCCN2C[C@@H](C1)F)F (S)-4-(7-chloro-8-fluoro-2-(((2R,7aS)-2-fluorotetrahydro-1H-pyrrolizin-7a(5H)-yl)methoxy)pyrido[4,3-d]pyrimidin-4-yl)-2-(cyanomethyl)piperazine-1-carbonitrile